C1(CC1)CN(C1=CC=C2N=CC(=NC2=C1)C=1C=NN(C1)CCCCC(=O)NOC1OCCCC1)C1=CC(=CC(=C1)OC)OC 5-(4-(7-((Cyclopropylmethyl)(3,5-dimethoxyphenyl)amino)quinoxalin-2-yl)-1H-pyrazol-1-yl)-N-((tetrahydro-2H-pyran-2-yl)oxy)pentanamide